4-(1H-imidazol-1-yl)benzamide N1(C=NC=C1)C1=CC=C(C(=O)N)C=C1